C1(=CC=CC=C1)N(C1=CC=CC=C1)C1=C(C=CC=C1)N(C1=C(C=CC=C1)C1=C(C=CC=2C3=CC=CC=C3NC12)C1=CC=CC=C1)C1=C(C(=CC=C1)C1=CC=CC=C1)NC1=C(C(=CC=2C3=CC=CC=C3CC12)C)C (diphenylaminophenyl)[phenyl(dimethylfluorenyl)aminophenyl][(phenylcarbazolyl)phenyl]amine